C1CNC[C@@H]1O (R)-(+)-3-pyrrolidinol